C1(CC1)O[C@@H](C=O)C (R)-2-cyclopropoxypropanal